FC1=CC=C(C=C1)CNC(=O)NC1=CC=C(C=C1)CNC(=O)C=1C=NC(=CC1)C(C)C {[(4-fluorophenyl)methyl]amino}-N-[4-({[6-(methylethyl)(3-pyridyl)]carbonylamino}methyl)phenyl]carboxamide